Dimethyl 4-(7-cyanobenzo[b]thiophen-3-yl)-2-cyclopropyl-6-methyl-1,4-dihydropyridine-3,5-dicarboxylate C(#N)C1=CC=CC2=C1SC=C2C2C(=C(NC(=C2C(=O)OC)C)C2CC2)C(=O)OC